6-methoxy-2-(pyrrolidin-1-yl)-7-(3-(pyrrolidin-1-yl)propoxy)-N-(tetrahydro-2H-pyran-4-yl)quinazolin-4-amine COC=1C=C2C(=NC(=NC2=CC1OCCCN1CCCC1)N1CCCC1)NC1CCOCC1